(S)-3,3-difluoro-N,N-dimethyl-3-(3-(5-methyl-3,4,5,6-tetrahydropyridin-2-yl)phenyl)Propan-1-amine FC(CCN(C)C)(C1=CC(=CC=C1)C1=NC[C@H](CC1)C)F